C1(CC1)C=1C=C(OC=2C(=C(N=NC2)C)C(=O)NC(CON2C(C3=CC=CC=C3C2=O)=O)CC2=C(C=C(C=C2)Cl)Cl)C=CC1 5-(3-cyclopropylphenoxy)-N-[1-[(2,4-dichlorophenyl)methyl]-2-(1,3-dioxoisoindolin-2-yl)oxy-ethyl]-3-methyl-pyridazine-4-carboxamide